FC(C1=NOC(=C1)C(=O)NC[C@H]1C[C@H](CC1)NC1=NC=C(C=C1)N1N=CC=CC1=O)F 3-(difluoromethyl)-N-[[(1R,3S)-3-[[5-(6-oxopyridazin-1-yl)-2-pyridyl]amino]cyclopentyl]methyl]isoxazole-5-carboxamide